(2S,4R)-1-(2-(5-(2-acetamidopyrimidin-5-yl)-3-acetyl-1H-indol-1-yl)acetyl)-N-(6-bromopyridin-2-yl)-4-fluoropyrrolidine-2-carboxamide C(C)(=O)NC1=NC=C(C=N1)C=1C=C2C(=CN(C2=CC1)CC(=O)N1[C@@H](C[C@H](C1)F)C(=O)NC1=NC(=CC=C1)Br)C(C)=O